furan-3-carboxylic acid (R)-1-phenylethyl ester C1(=CC=CC=C1)[C@@H](C)OC(=O)C1=COC=C1